CC[C@H]([C@@H](CC)O)O (3R,4R)-hexane-3,4-diol